C1N(CCC12CNCC2)C2=NC=NC=C2OC2=C(CN1CCOCC1)C=C(C=C2)F (2-((4-(2,7-diazaspiro[4.4]non-2-yl)pyrimidin-5-yl)oxy)-5-fluorobenzyl)morpholine